FCS(=O)(=O)N[C@@H]1[C@@H](NCC12CC2)CC2=C(C(=CC=C2)C2=CC(=CC=C2)F)F 1-fluoro-N-[(6S,7S)-6-[[2-fluoro-3-(3-fluorophenyl)phenyl]methyl]-5-azaspiro[2.4]heptane-7-yl]methanesulfonamide